N[C@@H](CC(=O)OC)C1=CC(=CC(=C1)Cl)Cl Methyl (S)-3-amino-3-(3,5-dichlorophenyl)propanoate